4-chloro-1-(phenyl-sulfonyl)-1H-pyrrolo[2,3-b]pyridine ClC1=C2C(=NC=C1)N(C=C2)S(=O)(=O)C2=CC=CC=C2